1-(2,3-dioxo-4-((5-(pyridin-2-yl)isoxazol-3-yl)methyl)-3,4-dihydropyrazin-1(2H)-yl)cyclopropane-1-carbonitrile O=C1N(C=CN(C1=O)CC1=NOC(=C1)C1=NC=CC=C1)C1(CC1)C#N